4-(3-((R)-3-aminopiperidine-1-carbonyl)-1-(2-fluoro-4-(3-methylpiperidin-1-yl)phenyl)-1H-pyrazol-5-yl)-2-fluorobenzonitrile N[C@H]1CN(CCC1)C(=O)C1=NN(C(=C1)C1=CC(=C(C#N)C=C1)F)C1=C(C=C(C=C1)N1CC(CCC1)C)F